((S)-3-(hydroxymethyl)cyclopentyl)carbamate OCC1C[C@H](CC1)NC([O-])=O